COB1CC[Si](CCC1)(C)C 4-methoxy-1,1-dimethyl-1,4-silaborepane